n-butane isonitrile N#[C-].CCCC